OC1=CC=C2[C@H]([C@H](OCC2=C1)C1=CC(=CC=C1)OC)C1=CC=C(C=C1)N1CCC(CC1)CN1CCN(CC1)C=1C=C2CN(C(C2=CC1)=O)[C@@H]1C(NC(CC1)=O)=O (S)-3-(5-(4-((1-(4-((3S,4R)-7-hydroxy-3-(3-methoxyphenyl)isochroman-4-yl)phenyl)piperidin-4-yl)methyl)piperazin-1-yl)-1-oxoisoindolin-2-yl)piperidine-2,6-dione